N-[4-(2-{2-[3-(3-tert-Butyl-isoxazol-5-yl)-ureido]-thiazol-5-yl}-ethyl)-pyridin-2-yl]-acetamide C(C)(C)(C)C1=NOC(=C1)NC(NC=1SC(=CN1)CCC1=CC(=NC=C1)NC(C)=O)=O